C(C)N(C(C)C)CC=1SC2=C(N1)C=C(C=C2)C2=CC[C@@H](CN2C(=O)OC(C)(C)C)C tert-butyl (3S)-6-[2-[[ethyl(isopropyl) amino]methyl]-1,3-benzothiazol-5-yl]-3-methyl-3,4-dihydro-2H-pyridine-1-carboxylate